4-acetamido-N1,N3-bis((2,2-dimethyl-1,3-dioxolan-4-yl)methyl)-2,4,6-triiodo-isophthalamide C(C)(=O)NC1(C(C(=C(C(=O)NCC2OC(OC2)(C)C)C(=C1)I)I)C(=O)NCC1OC(OC1)(C)C)I